ClC1=C2C(=NC=C1C=1C=C(C=CC1)N1C(CN(CC1)C(=O)OCC1CCN(CC1)C=1C=C3C(N(C(C3=CC1)=O)C1C(NC(CC1)=O)=O)=O)=O)NC=C2C2CC2 (1-(2-(2,6-dioxopiperidin-3-yl)-1,3-dioxoisoindolin-5-yl)piperidin-4-yl)methyl 4-(3-(4-chloro-3-cyclopropyl-1H-pyrrolo[2,3-b]pyridin-5-yl)phenyl)-3-oxopiperazine-1-carboxylate